COC1=C(NO)C=CC(=C1)N1CCN(CC1)C(=O)C1(CNC1)C 2-methoxy-4-[4-(3-methylazetidine-3-carbonyl)piperazin-1-yl]anilinol